potassium permanganate [Mn](=O)(=O)(=O)[O-].[K+]